benzyl N-[(1S)-2-[[(1S)-1-(cyclopropylmethyl)-2-[[(1S)-1-(hydroxymethyl)-2-[(3S)-2-oxopyrrolidin-3-yl]ethyl]amino]-2-oxo-ethyl]amino]-1-(1-naphthylmethyl)-2-oxo-ethyl]carbamate C1(CC1)C[C@@H](C(=O)N[C@@H](C[C@H]1C(NCC1)=O)CO)NC([C@H](CC1=CC=CC2=CC=CC=C12)NC(OCC1=CC=CC=C1)=O)=O